2,3,4-trifluorophenylacetic acid FC1=C(C=CC(=C1F)F)CC(=O)O